tert-butyl (2S,3S,5S)-2-fluoro-3-[[3-(6-methoxy-3-methyl-4-oxoquinazolin-7-yl)-1,2,4-triazin-6-yl] (methyl)amino]-8-azabicyclo[3.2.1]octane-8-carboxylate F[C@@H]1C2CC[C@@H](C[C@@H]1N(C)C1=CN=C(N=N1)C1=C(C=C3C(N(C=NC3=C1)C)=O)OC)N2C(=O)OC(C)(C)C